C(C1=CC=CC=C1)(=O)N1CCC(CC1)CCCCNC(=O)NCC1=CC=C(C=C1)CO 1-(4-(1-benzoylpiperidin-4-yl)butyl)-3-(4-(hydroxymethyl)benzyl)urea